2-(1-((benzyloxy)methyl)cyclopropyl)-N-(2-(4,4-difluorocyclohexyl)-4-(2,5-difluorophenyl)pyridin-3-yl)acetamide C(C1=CC=CC=C1)OCC1(CC1)CC(=O)NC=1C(=NC=CC1C1=C(C=CC(=C1)F)F)C1CCC(CC1)(F)F